(S) or (R)-1-ethyl-4-fluoro-N'-((1',5',6',7'-tetrahydro-2'H-spiro[cyclopropane-1,3'-dicyclopenta[b,e]pyridin]-8'-yl)carbamoyl)-1H-pyrazole-3-sulfonimidamide C(C)N1N=C(C(=C1)F)[S@](=O)(N)=NC(NC1=C2C(=NC3=C1CCC3)C3(CC2)CC3)=O |o1:8|